(3R)-3-({7-bromo-2-[1-(propan-2-yl)-1H-pyrazol-4-yl][1,2,4]triazolo[1,5-c]quinazolin-5-yl}amino)azepan-2-one BrC1=CC=CC=2C=3N(C(=NC12)N[C@H]1C(NCCCC1)=O)N=C(N3)C=3C=NN(C3)C(C)C